NC1=NN2C(N=CC=C2)=C1C(=O)NC(C1CC1)C=1C=C(C=2N(C1N1CCS(CC1)(=O)=O)C=NC2)Cl 2-Amino-N-((8-chloro-5-(1,1-dioxidothiomorpholino)imidazo[1,5-a]pyridin-6-yl)(cyclopropyl)methyl)pyrazolo[1,5-a]pyrimidine-3-carboxamide